2-(4-(benzyloxy)-4-oxobut-2-enamido)ethane-1-sulfonic acid C(C1=CC=CC=C1)OC(C=CC(=O)NCCS(=O)(=O)O)=O